N1N=CC=2CCC(CC12)C(=O)N 4,5,6,7-tetrahydro-1H-indazole-6-carboxamide